3-(morpholinomethyl)benzoic acid O1CCN(CC1)CC=1C=C(C(=O)O)C=CC1